C(#N)C1=NC=CC(=N1)C1(CCCCC1)NC(OCC1=C(C=CC=C1)C(F)(F)F)=O 2-(trifluoromethyl)benzyl (1-(2-cyanopyrimidin-4-yl)cyclohexyl)carbamate